C(C)(C)(C)OC(=O)N[C@@H](C)C(=O)N1CCN(CC1)C(=O)NC1=NC(N(C=C1)C1=CC=C(CN([C@@H]2CC[C@H](CC2)NC(OC(C)(C)C)=O)CC)C=C1)=O tert-butyl (trans-4-((4-(4-(4-((tert-butoxycarbonyl)-L-alanyl)piperazine-1-carboxamido)-2-oxopyrimidin-1(2H)-yl)benzyl)(ethyl)amino)cyclohexyl)carbamate